COC1=C(N=CC(=N1)C(=O)N(C)C)NC1=NNC2=CC(=CC=C12)[C@@H]1C[C@@]12C(NC1=CC=C(C=C21)OC)=O 6-methoxy-5-({6-[(1r,2s)-5'-methoxy-2'-oxo-1',2'-dihydrospiro[cyclopropan-1,3'-indol]-2-yl]-1H-indazol-3-yl}amino)-N,N-dimethylpyrazine-2-carboxamide